5-(4-amino-2-{4-[(2-fluoroacrylamido)]phenyl}-7-(3-hydroxy-3-methylbut-1-ynyl)-1-methylpyrrolo[3,2-c]pyridin-3-yl)-3-chloro-N-[(fluorocyclopropyl)methyl]pyridine-2-carboxamide NC1=NC=C(C2=C1C(=C(N2C)C2=CC=C(C=C2)NC(C(=C)F)=O)C=2C=C(C(=NC2)C(=O)NCC2(CC2)F)Cl)C#CC(C)(C)O